C(C)C([C@@H](C(F)(F)F)NC(=O)C=1SC=C(C1)C=1C=NN2C1N=CC(=C2)C2=CC=C(C=C2)OCCN2CCCCC2)CC (S)-N-(3-ethyl-1,1,1-trifluoropentan-2-yl)-4-(6-(4-(2-(piperidin-1-yl)ethoxy)phenyl)pyrazolo[1,5-a]pyrimidin-3-yl)thiophene-2-carboxamide